ClC1=C2C(CNCC2=CC(=C1)Cl)S(=O)(=O)CC1=CC=CC=C1 5,7-dichloro-4-toluenesulfonyl-1,2,3,4-tetrahydroisoquinoline